((methylsulfonyl) oxy)-3,3-diphenylpropyl 5-hydroxy-4-oxo-1-((2-(trimethylsilyl) ethoxy) methyl)-1,4-dihydropyridazine-3-carboxylate OC=1C(C(=NN(C1)COCC[Si](C)(C)C)C(=O)OCCC(C1=CC=CC=C1)(C1=CC=CC=C1)OS(=O)(=O)C)=O